O1C(CCC1C(=O)OCCC)C(=O)OCCC dipropyl tetrahydrofuran-2,5-dicarboxylate